2-(3-((cyclobutylmethyl)amino)-1,1-dioxido-4H-benzo[e][1,2,4]thiadiazin-5-yl)benzonitrile C1(CCC1)CNC1=NS(C2=C(N1)C(=CC=C2)C2=C(C#N)C=CC=C2)(=O)=O